1,16-dibromooctadecane BrCCCCCCCCCCCCCCCC(CC)Br